COC1=CC=C(C=C1)C1(CC(=CC=C1)C=1C2=C(OCC1)C=1C=C(C=CC1C1=C2C(C2=CC(=CC=C21)OC)(OCCOCCO)C)OC)C2=C(C=C(C=C2)OC)OC 3-(4-methoxyphenyl)-3-(2,4-dimethoxyphenyl)-phenyl-6,11-dimethoxy-13-methyl-13-hydroxyethoxyethoxy-3H,13H-indeno[2',3':3,4]naphtho[1,2-b]pyran